CN1CCN(CC1)C(=O)OC=1C(=CC(=C(C1)SSC1=C(C=C(C(=C1)OC(=O)N1CCN(CC1)C)F)Cl)Cl)F bis[5-(4-methylpiperazinecarbonyloxy)-2-chloro-4-fluorophenyl] disulfide